6-(4-Chloro-5-(trifluoromethyl)pyrimidin-2-ylamino)-3,4-dihydroquinolin-2(1H)-one ClC1=NC(=NC=C1C(F)(F)F)NC=1C=C2CCC(NC2=CC1)=O